ClC=1C=C(C=CC1F)C(C=1NC=C(N1)I)C1=CC(=C(C=C1)F)Cl 2-[bis(3-chloro-4-fluorophenyl)methyl]-4-iodo-1H-imidazole